methyl 4-chloro-3-(1,4-dimethyl-1H-1,2,3-triazol-5-yl)-5-(phenyl (tetrahydro-2H-pyran-4-yl) methyl)-5H-pyrido[3,2-b]indole-7-carboxylate ClC1=C(C=NC2=C1N(C=1C=C(C=CC21)C(=O)OC)C(C2CCOCC2)C2=CC=CC=C2)C2=C(N=NN2C)C